C(C1=CC=CC=C1)C1=NC=CC2=CC=CC=C12 Benzyl-Isoquinoline